4-chloro-7-(hydroxymethyl)-5-(trifluoromethyl)isoquinolin-1(2H)-one ClC1=CNC(C2=CC(=CC(=C12)C(F)(F)F)CO)=O